N1(C=CC2=CC=CC=C12)CC#CC1=CC=C(C=C1)C(C)=O 1-(4-(3-(1H-indol-1-yl)prop-1-yn-1-yl)phenyl)ethan-1-one